7-phenyl-4,5,6,7-tetrahydro-1H-indazole C1(=CC=CC=C1)C1CCCC=2C=NNC12